C1(CC1)C#CC=1C=CC(=C(C1)NC=1N=NN(C1)CC(=O)N(C)C)C 2-(4-((5-(cyclopropylethynyl)-2-methylphenyl)amino)-1H-1,2,3-triazol-1-yl)-N,N-dimethylacetamide